2-amino-3-(piperazin-1-yl)-10H-chromeno[3,2-b]pyridin-10-one NC1=C(C=C2C(=N1)C(C=1C=CC=CC1O2)=O)N2CCNCC2